trans-N-(5-cyano-6-(difluoromethoxy)pyridin-3-yl)-2-fluoro-8-methyl-8-(1-methyl-1H-pyrazol-3-yl)-7,8-dihydro-6H-cyclopenta[e]pyrazolo[1,5-a]pyrimidine-6-carboxamide C(#N)C=1C=C(C=NC1OC(F)F)NC(=O)[C@@H]1C[C@](C2=C1C=NC=1N2N=C(C1)F)(C1=NN(C=C1)C)C